SCCCC(C(=O)O)CCC(=O)O 2-(3-mercaptopropyl)pentanedioic acid